1,3-dicarboxyphenylpropylsebacic anhydride C(=O)(O)C1(CC(=CC=C1)C(=O)O)CCCC1C(=O)OC(CCCCCCC1)=O